ClC(CC)(N)N chloropropanediamine